2-((11-(3-butyl-3H-diazirin-3-yl)undecanoyl)oxy)-3-(stearoyloxy)propyl (2-(trimethylammonio)ethyl) phosphate P(=O)(OCC(COC(CCCCCCCCCCCCCCCCC)=O)OC(CCCCCCCCCCC1(N=N1)CCCC)=O)(OCC[N+](C)(C)C)[O-]